N-(3-(2-aminoquinazolin-6-yl)-2,4-difluorophenyl)-3-fluorobenzenesulfonamide NC1=NC2=CC=C(C=C2C=N1)C=1C(=C(C=CC1F)NS(=O)(=O)C1=CC(=CC=C1)F)F